tert-Butyl N-(3,6-dichloropyridazin-4-yl)carbamate ClC=1N=NC(=CC1NC(OC(C)(C)C)=O)Cl